CC(=O)O[C@@H]([C@H]1COC(=O)[C@@H]1C(=O)C2=CC3=C(C=C2)OCO3)C4=CC(=C(C=C4)OC)OC The molecule is a lignan isolated from the leaves of Piper sanguineispicum. It has a role as a plant metabolite. It is a lignan, a gamma-lactone and a member of benzodioxoles.